(S)-methyl 2-((4-(6-hydroxypyridin-2-yl)piperazin-1-yl)methyl)-1-(oxetan-2-ylmethyl)-1H-benzo[d]imidazole-6-carboxylate OC1=CC=CC(=N1)N1CCN(CC1)CC1=NC2=C(N1C[C@H]1OCC1)C=C(C=C2)C(=O)OC